3,5-difluoro-1-ethynylbenzene FC=1C=C(C=C(C1)F)C#C